FC1=C2C(C(=C(N(C2=CC(=C1)F)O)C)C1=CC=C(C=C1)C1=CC=C(C=C1)OC(F)(F)F)=O 5,7-Difluoro-1-hydroxy-2-methyl-3-(4'-(trifluoromethoxy)-[1,1'-biphenyl]-4-yl)quinolin-4(1H)-one